7-(3-fluoro-4-(trifluoromethyl)phenyl)-N6-(isoquinolin-6-yl)-N2,5-dimethyl-N2-((1-methylpiperidin-4-yl)methyl)-4,7-dihydropyrazolo[1,5-a]pyrimidine-2,6-dicarboxamide FC=1C=C(C=CC1C(F)(F)F)C1C(=C(NC=2N1N=C(C2)C(=O)N(CC2CCN(CC2)C)C)C)C(=O)NC=2C=C1C=CN=CC1=CC2